CC1C(C1)CCC(C=C(C)C)C methyl-2-(3,5-dimethylhex-4-en-1-yl)cyclopropane